6-amino-9-benzyl-N-isopropyl-N-methyl-8-oxo-2-(propylsulfonylamino)purine-7-carboxamide NC1=C2N(C(N(C2=NC(=N1)NS(=O)(=O)CCC)CC1=CC=CC=C1)=O)C(=O)N(C)C(C)C